2-amino-N-[(3R,4R)-4-[3-chloro-4-(2-hydroxybenzoyl)benzamido]pyrrolidin-3-yl]pyrimidine-4-carboxamide NC1=NC=CC(=N1)C(=O)N[C@@H]1CNC[C@H]1NC(C1=CC(=C(C=C1)C(C1=C(C=CC=C1)O)=O)Cl)=O